2-(4-(Furan-2-yl)phenyl)-N-(5-methylthiazol-2-yl)acetamide O1C(=CC=C1)C1=CC=C(C=C1)CC(=O)NC=1SC(=CN1)C